tert-butyl 4-(1,4-dimethyl-1H-pyrazol-5-yl)-2-oxopiperidine-1-carboxylate CN1N=CC(=C1C1CC(N(CC1)C(=O)OC(C)(C)C)=O)C